C12(CC3CC(CC(C1)C3)C2)NCCCCN N1-(adamantan-1-yl)butane-1,4-diamine